5-(3-Cyclopropylpropionyl)pyridinecarboxamide C1(CC1)CCC(=O)C=1C=CC(=NC1)C(=O)N